4-bromo-2-methylsulfonyl-aniline BrC1=CC(=C(N)C=C1)S(=O)(=O)C